CS(=O)(=O)O[C@H](COCCCOC1=NC=CC(=N1)C1=NN(C2=CC=C(C=C12)O[Si](C)(C)C(C)(C)C)C1OCCCC1)C [(1S)-2-[3-[4-[5-[tert-butyl(dimethyl)silyl]oxy-1-tetrahydropyran-2-yl-indazol-3-yl]pyrimidin-2-yl]oxypropoxy]-1-methyl-ethyl] methanesulfonate